FC=1C=C2C(=C(/C(/C2=CC1)=C/C1=CC=C(C=C1)OC1=CC=C(C=C1)F)C1CCC2=CC=C(C=C12)F)CC(=O)O (Z)-2-(5',6-difluoro-1'-(4-(4-fluorophenoxy)benzylidene)-2,3-dihydro-1H,1'H-[1,2'-biinden]-3'-yl)acetic acid